3-methoxy-5-hydroxy-2-(3-methyl-2-butenyl)bibenzyl COC=1C(=C(C=C(C1)O)CCC1=CC=CC=C1)CC=C(C)C